ClC1=CC=C(C=C1)C=1C=C(C(N(N1)C=1C=NN(C1)C)=O)C(=O)NC1(CC1)C1=CC=C(C=C1)Cl 6-(4-chlorophenyl)-N-(1-(4-chlorophenyl)cyclopropyl)-2-(1-methyl-1H-pyrazol-4-yl)-3-oxo-2,3-dihydropyridazine-4-carboxamide